4-thiothymine N1C(=O)NC(=S)C(C)=C1